1-(3-fluoro-4-(piperazin-1-yl)phenyl)butan-1-one FC=1C=C(C=CC1N1CCNCC1)C(CCC)=O